N-((3S,4S)-3-fluorotetrahydro-2H-pyran-4-yl)-8-isopropoxy-[1,2,4]triazolo[1,5-c]pyrimidin-2-amine F[C@@H]1COCC[C@@H]1NC1=NN2C=NC=C(C2=N1)OC(C)C